Ethenol-d1 C(=C)O[2H]